N-(1-(4,4-difluoropiperidin-1-yl)-6-methyl-2-oxo-1,2-dihydropyridin-3-yl)-2-fluoro-4-((2-hydroxyethyl)sulfonamido)-6-(6-azaspiro[2.5]octan-6-yl)benzamide FC1(CCN(CC1)N1C(C(=CC=C1C)NC(C1=C(C=C(C=C1N1CCC2(CC2)CC1)NS(=O)(=O)CCO)F)=O)=O)F